ClC1=CC(=NC=2N1N=CC2C(C)C)C=2C=NC=C(C2)F 7-chloro-5-(5-fluoro-3-pyridinyl)-3-isopropyl-pyrazolo[1,5-a]Pyrimidine